2-methyl-6-((tetrahydrofuran-3-yl)methyl)-6H-[1,4]oxazin CC=1OC(C=NC1)CC1COCC1